C(C)(C)(C)OC(=O)N1C(CCC1)C1=CC=C(C=C1)C=O 2-(4-formylphenyl)pyrrolidine-1-carboxylic acid tert-butyl ester